(1S,2S,4R,5S)-2-(hydroxymethyl)-2-(methoxymethyl)-5-methyl-quinuclidin-3-one OC[C@]1(N2C[C@H]([C@H](C1=O)CC2)C)COC